((triisopropylsilyl)ethynyl)-1H-indole-2-carboxylate C(C)(C)[Si](C(C)C)(C(C)C)C#COC(=O)C=1NC2=CC=CC=C2C1